3-amino-N,N-diethylaniline NC=1C=C(N(CC)CC)C=CC1